P(=O)(O)(O)CC(=O)OCCCCCCOC(C=C)=O acryloxyhexyl phosphonoacetate